OC(=O)C(F)(F)F.FC(S(=O)(=O)OC=1C=C2N(N1)CCC21CNC1)(F)F 5',6'-dihydrospiro[azetidine-3,4'-pyrrolo[1,2-b]pyrazol]-2'-yl trifluoromethanesulfonate TFA salt